2-bromo-3,5-dimethylpyridine BrC1=NC=C(C=C1C)C